3-[(1,1-Dioxo-1,4-thiazinan-4-yl)methyl]-N-[4-[5-[(4-methylphenyl)methyl]-1,2,4-oxadiazol-3-yl]phenyl]benzamide O=S1(CCN(CC1)CC=1C=C(C(=O)NC2=CC=C(C=C2)C2=NOC(=N2)CC2=CC=C(C=C2)C)C=CC1)=O